FC(OC1=C(N)C=CC(=C1)N1CCC2(CC1)CCN(CC2)C)F 2-(difluoromethoxy)-4-(9-methyl-3,9-diazaspiro[5.5]undecan-3-yl)aniline